ClC1=C(C(=CC=C1)Cl)C1=CC2=C(N=C(N=C2)NC2=CC(=CC=C2)N(C)C)OC1=O 6-(2,6-dichlorophenyl)-2-((3-(dimethylamino)phenyl)amino)-7H-pyrano[2,3-d]pyrimidin-7-one